FC(C=1C=C(N=NC1)N)(F)F 5-(trifluorometh-yl)pyridazin-3-amine